ethyl di-(3-heptyl) phosphate P(=O)(OCC)(OC(CC)CCCC)OC(CC)CCCC